6-hydroxy-2-(3-pyridyl)-5-(trifluoromethyl)-4(3H)-pyrimidinone OC1=C(C(NC(=N1)C=1C=NC=CC1)=O)C(F)(F)F